2,2'-m-phenylenebis(4,4'-dimethyl-2-oxazoline) C1(=CC(=CC=C1)C=1OCC(N1)(C)C)C=1OCC(N1)(C)C